CC1=NN2C(N=C(C=C2C2=CC=CC=C2)C#N)=C1 2-methyl-7-phenylpyrazolo[1,5-a]pyrimidine-5-carbonitrile